NC=1SC(=CN1)Cl 2-amino-5-chloro-1,3-thiazol